5-(benzo[d]thiazol-2-yl)-3-methylenedihydrofuran-2(3H)-one S1C(=NC2=C1C=CC=C2)C2CC(C(O2)=O)=C